pyrrolidin-3-yl-1H-pyrazole hydrochloride Cl.N1CC(CC1)N1N=CC=C1